C(#N)C1(C(C1)C1=CC=CC=C1)C1=NC=CC=C1C#N (1-cyano-2-phenyl-cyclopropyl)pyridine-3-carbonitrile